ClCC1=C2C=CN(C2=C(C=C1C1CC1)C)C(=O)OC(C)(C)C tert-butyl 4-(chloromethyl)-5-cyclopropyl-7-methyl-1H-indole-1-carboxylate